4-(3-chlorophenoxy)-2-(1-(3,4-difluorophenyl)-2-oxo-1,9-diazaspiro[5.5]undec-9-yl)pyridine 1-oxide ClC=1C=C(OC2=CC(=[N+](C=C2)[O-])N2CCC3(CCCC(N3C3=CC(=C(C=C3)F)F)=O)CC2)C=CC1